4-((1-(but-2-ynoyl)piperidin-4-yl)amino)-5-fluoro-2,3-dimethyl-1H-indole-7-carboxamide C(C#CC)(=O)N1CCC(CC1)NC1=C2C(=C(NC2=C(C=C1F)C(=O)N)C)C